5-(5-(hydroxymethyl)-4-methylthiazol-2-yl)-2-isobutoxybenzonitrile OCC1=C(N=C(S1)C=1C=CC(=C(C#N)C1)OCC(C)C)C